NC1=C(C=C(C=N1)C=1C=C2N(N1)CCC21CN(CC1)C(C(C)(C)C1=CC(=CC(=C1)F)F)=O)C(F)(F)F 1-{2'-[6-amino-5-(trifluoromethyl)pyridin-3-yl]-5',6'-dihydrospiro[pyrrolidine-3,4'-pyrrolo[1,2-b]pyrazol]-1-yl}-2-(3,5-difluorophenyl)-2-methylpropan-1-one